3-(6-(2-(4-(4-aminophenyl)piperazin-1-yl)-8-azaspiro[4.5]decan-8-yl)-4-fluoro-1-oxophthalazin-2(1H)-yl)piperidine-2,6-dione NC1=CC=C(C=C1)N1CCN(CC1)C1CC2(CC1)CCN(CC2)C=2C=C1C(=NN(C(C1=CC2)=O)C2C(NC(CC2)=O)=O)F